OC1(CC(C1)N1C=NC2=C1C(=CC(=C2)OCCN2CCC1(CC2)OCC(NC2=C1C=CC=C2)=O)C(F)(F)F)C 1'-(2-{1-[(cis)-3-hydroxy-3-methylcyclobutyl]-7-(trifluoromethyl)-1H-1,3-benzimidazol-5-yloxy}ethyl)-1H,3H-spiro[4,1-benzoxazepine-5,4'-piperidin]-2-one